FC=1C(=NC(=CC1)NC1=NNC(=C1)C)C[C@@]1(C[C@H](N(CC1)[C@H](C)C1=C(C=CC=C1)C(F)(F)F)C)C(=O)O (2R,4R)-4-((3-fluoro-6-((5-methyl-1H-pyrazol-3-yl)amino)pyridin-2-yl)methyl)-2-methyl-1-((R)-1-(2-(trifluoromethyl)phenyl)ethyl)-piperidine-4-carboxylic acid